FC=1C=CC(=NC1N1CCNC2(CC2)C1)C1=NC2=CC(=NC=C2C=C1)CNC(=O)C1=CC=C2CCN(C2=C1)S(=O)(=O)C N-((2-(5-fluoro-6-(4,7-diazaspiro[2.5]octan-7-yl)pyridin-2-yl)-1,6-naphthyridin-7-yl)methyl)-1-(methylsulfonyl)indoline-6-carboxamide